C(C1=CC=CC=C1)(=O)OC1=NC=CC=N1 Pyrimidyl benzoate